(S)-1-(4-Methoxy-benzenesulfonyl)-pyrrolidine-2-carboxylic acid benzooxazol-5-ylmethyl-(4,4-dimethyl-cyclohexyl)-amide O1C=NC2=C1C=CC(=C2)CN(C(=O)[C@H]2N(CCC2)S(=O)(=O)C2=CC=C(C=C2)OC)C2CCC(CC2)(C)C